C(=O)=O.C1(=CC=CC=C1)[Li] phenyllithium compound with carbon dioxide